C(C)(C)(C)OC(=O)N1CC2=C(CC1)NN=C2C(=O)N2CCC(CC2)C2=C(C=CC(=C2)F)Cl 3-(4-(2-chloro-5-fluorophenyl)piperidine-1-carbonyl)-1,4,6,7-tetrahydro-5H-pyrazolo[4,3-c]pyridine-5-carboxylic acid tert-butyl ester